ClC1=C(C=CC(=C1NC=1C(=C2C(N(C=NC2=CC1)C)=O)C)F)N1CC(C1)(C)F N-(2-chloro-3-((3,5-dimethyl-4-oxo-3,4-dihydroquinazolin-6-yl)amino)-4-fluorophenyl)-3-fluoro-3-methylazetidine